1-(1-(4-(1-(3-aminopropyl)piperidin-4-yl)benzyl)-1H-indol-5-yl)-5-methyl-1H-pyrazole-3-carboxamide NCCCN1CCC(CC1)C1=CC=C(CN2C=CC3=CC(=CC=C23)N2N=C(C=C2C)C(=O)N)C=C1